C(#C)C=1C=CC(=C(C=O)C1)OC 5-ETHYNYL-2-METHOXYBENZALDEHYDE